stibium oxysulfide O=S.[Sb]